tert-butyl 4-{4-[(2-chloro-7H-purin-6-yl)oxy]phenyl}piperazine-1-carboxylate ClC1=NC(=C2NC=NC2=N1)OC1=CC=C(C=C1)N1CCN(CC1)C(=O)OC(C)(C)C